propylene Chloride C(C(C)Cl)Cl